(R)-1-(4-chloro-2-fluoropyridin-3-yl)propan-2-amine 2,2,2-trifluoroacetate FC(C(=O)O)(F)F.ClC1=C(C(=NC=C1)F)C[C@@H](C)N